butyl (4-(4,4,5,5-tetramethyl-1,3,2-dioxaborolan-2-yl)-2-(trifluoromethyl)benzyl)carbamate CC1(OB(OC1(C)C)C1=CC(=C(CNC(OCCCC)=O)C=C1)C(F)(F)F)C